CC(CC1=CC=C(C=C1)CC(C=O)C)C 3-(p-(2-methylpropyl)phenyl)-2-methylpropionaldehyde